N-[5-[5-[(1R,2S)-2-fluorocyclopropyl]-1,2,4-oxadiazol-3-yl]-2-methyl-phenyl]-6-(2-hydroxyethoxymethyl)imidazo[1,2-a]pyridine-3-carboxamide F[C@@H]1[C@H](C1)C1=NC(=NO1)C=1C=CC(=C(C1)NC(=O)C1=CN=C2N1C=C(C=C2)COCCO)C